3-(2-norbornanyl)aminobutane-2-sulfonic acid C12C(CC(CC1)C2)NC(C(C)S(=O)(=O)O)C